FC(C(=O)O)(F)F.FC(C)(F)C1=NC(=CC(=N1)N1N=C(C=2C=NC(=CC21)NC(C)=O)N2CC(CC2)NC)C N-(1-(2-(1,1-difluoroethyl)-6-methylpyrimidin-4-yl)-3-(3-(methylamino)pyrrolidin-1-yl)-1H-pyrazolo[4,3-c]pyridin-6-yl)acetamide trifluoroacetate